S1C(=NC2=C1C=CC=C2)C2=C(NC)C=CC=C2 2-(benzo[d]thiazol-2-yl)-N-methylaniline